C(#N)C1=C2C(=NC=C1OC1=CC(=NC=C1)NC(=O)N1CC(C1)O)N=C(N2C)NC=2C(N(C=C(C2)C(F)(F)F)C)=O N-(4-((7-cyano-1-methyl-2-((1-methyl-2-oxo-5-(trifluoromethyl)-1,2-dihydropyridin-3-yl)amino)-1H-imidazo[4,5-b]pyridin-6-yl)oxy)pyridin-2-yl)-3-hydroxyazetidine-1-carboxamide